C(C)S(=O)(=O)C1=CC=C(C=C1)C1=CC=C(C=C1)C=1CCN(CC1)CCC(C(=O)NO)(S(=O)(=O)C)C 4-(4-(4'-(ethylsulfonyl)-[1,1'-biphenyl]-4-yl)-3,6-dihydropyridin-1(2H)-yl)-N-hydroxy-2-methyl-2-(methylsulfonyl)butanamide